NC1=CC=C(C(=N1)C1=C(C=2N=C(N=C(C2C=N1)N([C@H]1CNCC1)C)OC[C@]12CCCN2C[C@@H](C1)F)F)C1CC1 7-(6-amino-3-cyclopropylpyridin-2-yl)-8-fluoro-2-(((2R,7aS)-2-fluorohexahydro-1H-pyrrolizin-7a-yl)methoxy)-N-methyl-N-((R)-pyrrolidin-3-yl)pyrido[4,3-d]pyrimidin-4-amine